N1(CCC1)C[C@H]([C@H](O)C1=CC(=C(C=C1)OC1CC1)Cl)NC(/C(=N/OC)/C=1OC2=C(C1)C=C(C=C2)Cl)=O (E)-N-((1r,2r)-3-(azetidin-1-yl)-1-(3-chloro-4-cyclopropoxyphenyl)-1-hydroxypropan-2-yl)-2-(5-chlorobenzofuran-2-yl)-2-(methoxyimino)acetamide